C(=C)OC(CCCCCCCCCCCCC)=O.ClC1=CC(=C(C=C1)C1=C(N(N=N1)C)CN1N=CC(=CC1=O)N1CC(C1)OCC1CC1)F 2-[[5-(4-chloro-2-fluoro-phenyl)-3-methyl-triazol-4-yl]methyl]-5-[3-(cyclopropylmethoxy)azetidin-1-yl]pyridazin-3-one vinylmyristate